CN(C1=NC=C(C=C1)C1=CC=2C3=C(C=NC2C=C1)N(C(C31CCC1)=O)C)C 2-(Dimethylamino)-5-(3'-methyl-2'-oxo-2',3'-dihydrospiro[cyclobutane-1,1'-pyrrolo[2,3-c]quinolin]-8'-yl)pyridin